5-(1-(6-methoxypyridin-3-yl)but-2-ynyl)-2,2-dimethyl-1,3-dioxane-4,6-dione COC1=CC=C(C=N1)C(C#CC)C1C(OC(OC1=O)(C)C)=O